(R)-(4-(6-fluoro-5-(2-(5-fluoro-2-methoxypyridin-3-yl)pyrrolidin-1-yl)pyrazolo[1,5-a]pyrimidin-3-yl)-1H-imidazol-5-yl)methanol FC=1C(=NC=2N(C1)N=CC2C=2N=CNC2CO)N2[C@H](CCC2)C=2C(=NC=C(C2)F)OC